2-methoxy-5-(1-methyl-1H-pyrazol-4-yl)-6-morpholinopyridin-3-amine COC1=NC(=C(C=C1N)C=1C=NN(C1)C)N1CCOCC1